deoxythymidine sodium salt [Na].[C@@H]1(C[C@H](O)[C@@H](CO)O1)N1C(=O)NC(=O)C(C)=C1